C(C1=CC=CC=C1)OC(=O)N1CCC(CC1)OC=1C=C(C=C(C1F)F)N1CCN(CC1)C(=O)OC(C)(C)C tert-butyl 4-(3-((1-((benzyloxy)carbonyl)piperidin-4-yl)oxy)-4,5-difluorophenyl)piperazine-1-carboxylate